BrC1=C2C(=NC(=C1Cl)N)OCO2 7-bromo-6-chloro-[1,3]dioxolo[4,5-b]pyridin-5-amine